ethyl 4-amino-2-(4-(4-methoxyphenyl)piperazin-1-yl)pyrimidine-5-carboxylate NC1=NC(=NC=C1C(=O)OCC)N1CCN(CC1)C1=CC=C(C=C1)OC